[P].[P].C(CCCC)(=O)O pentanoic acid Diphosphorus